C(C)N=C=NCCCN(C)C ethyl-(3-dimethylaminopropyl)carbodiimide